OC(C(=O)[O-])C1=CC=CC=C1.[Cu+2].[Na+].OC(C(=O)[O-])C1=CC=CC=C1.OC(C(=O)[O-])C1=CC=CC=C1 sodium copper hydroxyphenylacetate